C(C)OC(=O)C1=C(N=C(S1)NC1=NC(=CC(=N1)N1CCOCC1)C=1C=NC=CC1)C 2-[4-(4-morpholinyl)-6-(3-pyridinyl)-pyrimidin-2-ylamino]-4-methylthiazole-5-carboxylic acid ethyl ester